(2R,4R)-6-chloro-4-hydroxy-N-(3-{4-[(3R)-3-(trifluoromethoxy)piperidine-1-carbonyl]-1H-imidazol-1-yl}bicyclo[1.1.1]pentan-1-yl)-3,4-dihydro-2H-1-benzopyran-2-carboxamide ClC=1C=CC2=C([C@@H](C[C@@H](O2)C(=O)NC23CC(C2)(C3)N3C=NC(=C3)C(=O)N3C[C@@H](CCC3)OC(F)(F)F)O)C1